CC(CCCCCCCCCCCCCCCC)CCCCCCCCCCCCCCCC 17-methyl-tritriacontane